C(CCCCC)C1=C(C2(CCC(C2C1)O)C(C)C1=CC=CC=C1)C1=CC=CC=C1 5-hexyl-4-phenyl-3a-(1-phenylethyl)-1,2,3,3a,6,6a-hexahydropentalen-1-ol